1-(tert-butoxycarbonyl)-1H-pyrazole-4-carboxylic acid C(C)(C)(C)OC(=O)N1N=CC(=C1)C(=O)O